C(C(=C)C)(=O)OC1CC(NC(C1)(C)C)(C)C 2,2,6,6-tetramethyl-4-piperidyl methacrylate